BrC1=CC=C(C=N1)C(C#N)(C)C 2-(6-bromopyridin-3-yl)-2-methylpropanenitrile